Dibutoxymethyl(2-vinylphenyl)silane C(CCC)OC(OCCCC)[SiH2]C1=C(C=CC=C1)C=C